3-(trimethylsilyl)propynoic acid C[Si](C#CC(=O)O)(C)C